oxathiincarboxamide O1SC(=CC=C1)C(=O)N